(S)-N-(5-propionyl-4-((2,4,5-trimethyl-4,5-dihydropyrido[3,4-e][1,2,4]triazolo[1,5-a]pyrazin-6-yl)amino)pyridin-2-yl)cyclopropanecarboxamide C(CC)(=O)C=1C(=CC(=NC1)NC(=O)C1CC1)NC1=NC=CC2=C1N([C@H](C=1N2N=C(N1)C)C)C